C(C)N1C[C@H](CCC1)NC=1C2=C(C(=NN1)C1=C(C=C(C=C1)S(=O)(=O)C)O)CCC2 2-[4-[[(3S)-1-ethyl-3-piperidyl]amino]-6,7-dihydro-5H-cyclopenta[d]pyridazin-1-yl]-5-methyl-sulfonyl-phenol